NC1=C(C=CC(=C1F)NCC1=CC=C(C=C1)C(F)(F)F)NC(CCCC1CCCCC1)=O N-(2-amino-3-fluoro-4-((4-(trifluoromethyl)benzyl)amino)phenyl)-4-cyclohexylbutanamide